3-(5-(4-(((4-hydroxybutyl)amino)methyl)pyridin-2-yl)-1-oxoisoindolin-2-yl)piperidine-2,6-dione OCCCCNCC1=CC(=NC=C1)C=1C=C2CN(C(C2=CC1)=O)C1C(NC(CC1)=O)=O